C(C1=CC=CC=C1)N1C(C(CC1=O)C(C)C)C(C(C#N)=S1CCCC1)=O 3-[1-Benzyl-5-oxo-3-(propan-2-yl)pyrrolidin-2-yl]-3-oxo-2-(1λ4-thiolan-1-ylidene)-propanenitrile